CC1(OB(OC1(C)C)C1=CC=C(C=C1)N1S(CCC1)(=O)=O)C 2-(4-(4,4,5,5-tetramethyl-1,3,2-dioxaborolan-2-yl)phenyl)isothiazolidine 1,1-dioxide